1-(4-(bicyclo[2.2.2]octan-2-ylmethoxy)benzyl)-N-(3-fluoropropyl)azetidine-3-carboxamide C12C(CC(CC1)CC2)COC2=CC=C(CN1CC(C1)C(=O)NCCCF)C=C2